(Z)-3-(2-(5-bromo-1H-indol-3-yl)-2-cyanovinyl)-4-(trifluoromethoxy)benzonitrile BrC=1C=C2C(=CNC2=CC1)/C(=C/C=1C=C(C#N)C=CC1OC(F)(F)F)/C#N